2-(2-Methyl-4-(((4-(4-(methylsulfonyl)phenyl)-5-oxo-4,5-dihydro-1H-1,2,4-triazol-1-yl)methyl)thio)phenoxy)acetate CC1=C(OCC(=O)[O-])C=CC(=C1)SCN1N=CN(C1=O)C1=CC=C(C=C1)S(=O)(=O)C